O1COC2=C1C=C1C(=C2)CCC1=O 5,6-dihydro-cyclopenta[f][1,3]benzodioxol-7-one